BrC=1C=CC2=C(N(C=N2)C2CCCCC2)C1 6-bromo-1-cyclohexyl-1H-benzo[d]imidazole